N-(5-fluoro-1-methyl-1H-benzo[d]imidazol-2-yl)benzo[d]oxazol-2-amine FC1=CC2=C(N(C(=N2)NC=2OC3=C(N2)C=CC=C3)C)C=C1